4-[4-(4-methoxyphenyl)piperidin-1-yl]-1-methyl-2-oxo-1,2-dihydroquinoline-3,6-dicarbonitrile COC1=CC=C(C=C1)C1CCN(CC1)C1=C(C(N(C2=CC=C(C=C12)C#N)C)=O)C#N